(R)-1-tritylaziridine-2-carbaldehyde C(C1=CC=CC=C1)(C1=CC=CC=C1)(C1=CC=CC=C1)[N@]1C(C1)C=O